(3R)-3-amino-7-(5-tert-butyl-1,3,4-oxadiazol-2-yl)-8-fluoro-1,1-dioxo-5-[[4-(1,1,2,2-tetrafluoroethoxy)phenyl]methyl]-2,3-dihydro-1lambda6,5-benzothiazepin-4-one N[C@H]1CS(C2=C(N(C1=O)CC1=CC=C(C=C1)OC(C(F)F)(F)F)C=C(C(=C2)F)C=2OC(=NN2)C(C)(C)C)(=O)=O